N-(3-carbamoyl-4-fluorophenyl)-2-[(4,4-difluorocyclohexyl)methyl]-4,5-dimethylpyrazole-3-carboxamide C(N)(=O)C=1C=C(C=CC1F)NC(=O)C=1N(N=C(C1C)C)CC1CCC(CC1)(F)F